O[C@H]1C[C@H](N(C1)CCCCCC(OCCCCCCCCCCC)=O)C(=O)[O-] (2S,4S)-4-hydroxy-1-(6-oxo-6-undecoxy-hexyl)pyrrolidine-2-carboxylate